tert-Butyl 3-(5-(3-((cyclopropylmethylamino)(3-methoxyphenyl)methyl)phenylcarbamoyl)-3-(trifluoromethyl)-1H-pyrazol-1-yl)benzylcarbamate C1(CC1)CNC(C=1C=C(C=CC1)NC(=O)C1=CC(=NN1C=1C=C(CNC(OC(C)(C)C)=O)C=CC1)C(F)(F)F)C1=CC(=CC=C1)OC